ClC1=CC=C(C=C1)C=1N=C2N(C=CC=C2)C1CC1N(CCNC1)C(=O)C1=CC=C(C#N)C=C1 4-{[2-(4-chlorophenyl)imidazo[1,2-a]pyridin-3-yl]methyl[piperazin-1-yl]carbonyl}benzonitrile